3-(N-(4-chloro-5-(5-methylisoxazol-4-yl)-2-(pyrrol-1-yl)phenyl)sulfamoyl)-4-cyclopropylbenzoic acid ClC1=CC(=C(C=C1C=1C=NOC1C)NS(=O)(=O)C=1C=C(C(=O)O)C=CC1C1CC1)N1C=CC=C1